[18F]C1=C(C=CC=C1)C(\C=C\C1=CC=C(C=C1)O)=O (E)-1-(2-(18F)Fluoranylphenyl)-3-(4-hydroxyphenyl)prop-2-en-1-one